(E)-3-(4-Prop-2-enoxyphenyl)-1-(2,4,6-trihydroxyphenyl)prop-2-en-1-one C(C=C)OC1=CC=C(C=C1)/C=C/C(=O)C1=C(C=C(C=C1O)O)O